3-(3-(4,4-difluoropiperidine-1-carbonyl)quinolin-8-yl)-1,7-naphthyridin-8(7H)-one FC1(CCN(CC1)C(=O)C=1C=NC2=C(C=CC=C2C1)C=1C=NC=2C(NC=CC2C1)=O)F